FC1=CC=C(C=C1)C=1C=C2C(=NC=NC2=C(C1)OC)NCC=1C=NC(=NC1)C 6-(4-fluorophenyl)-8-methoxy-N-((2-methylpyrimidin-5-yl)methyl)quinazolin-4-amine